OCC(CN1C=CC2=C1N=C(N=C2)NC=2C=NN(C2)CC(=O)OCC)CC ethyl 2-(4-((7-(2-(hydroxymethyl)butyl)-7H-pyrrolo[2,3-d]pyrimidin-2-yl)amino)-1H-pyrazol-1-yl)acetate